C(CC)C1=NC=CC=C1 2-normal propylpyridine